N-((3R)-7-(3,6-diazabicyclo[3.1.1]heptan-3-yl)chroman-3-yl)-3-amino-6-fluorothieno[2,3-b]pyridine-2-carboxamide C12CN(CC(N1)C2)C2=CC=C1C[C@H](COC1=C2)NC(=O)C2=C(C=1C(=NC(=CC1)F)S2)N